2-[(4-chloroindan-2-yl)amino]pyrimidine-5-carboxylic acid ClC1=C2CC(CC2=CC=C1)NC1=NC=C(C=N1)C(=O)O